[NH4+].CC1=CC=C(C=C1)S(=O)(=O)[O-] p-toluenesulfonic acid ammonium salt